6-chloro-5-((3aR,5s,6aS)-2-((2,2-dimethyltetrahydro-2H-pyran-4-yl)methyl)octahydrocyclopenta[c]pyrrol-5-yl)-3-(2-methoxypyridin-4-yl)-1H-indazole ClC1=C(C=C2C(=NNC2=C1)C1=CC(=NC=C1)OC)C1C[C@@H]2[C@@H](CN(C2)CC2CC(OCC2)(C)C)C1